α-hydroxynonadecanoic acid OC(C(=O)O)CCCCCCCCCCCCCCCCC